NC=1C=CC=2C(=BOC2)C1 6-aminobenzo[c][1,2]oxaborol